Cl.FC1=C(C=C(C=C1C)N1N=C2C([C@@H](NCC2)C)=C1N1C(N(C=C1)C1=CC=2C=C(N=S(C2C=C1)(=O)C)C)=O)C 6-{3-[(4S)-2-(4-fluoro-3,5-dimethylphenyl)-4-methyl-4,5,6,7-tetrahydropyrazolo[4,3-c]pyridin-3-yl]-2-oxoimidazol-1-yl}-1,3-dimethyl-1λ6-benzo[2,1-e][1,2]thiazin-1-one HCl Salt